5-((trimethylsilyl)ethynyl)thiophene-2-carbaldehyde C[Si](C)(C)C#CC1=CC=C(S1)C=O